C1(=CC(=CC=C1)CO[C@H]1C[C@H](NC1)C(=O)O)C (2S,4S)-4-(m-tolylmethoxy)pyrrolidine-2-carboxylic acid